O[C@@H](C(=O)N1CC2=C(CCC1)N=C(NC2=O)C2(CC2)C2=CC(=CS2)C(=O)O)C2=CC(=CC=C2)C(F)(F)F (R)-5-(1-(6-(2-hydroxy-2-(3-(trifluoromethyl)phenyl)acetyl)-4-oxo-4,5,6,7,8,9-hexahydro-3H-pyrimido[5,4-c]azepin-2-yl)cyclopropyl)thiophene-3-carboxylic acid